S(=O)(=O)(O)C1=CC=C(C)C=C1.CN1C=NC=2C(N(C=C(C21)C=2C=NN(C2)C)C2=CC=C(C=C2)OC(F)(F)F)=O 1-Methyl-7-(1-methyl-1H-pyrazol-4-yl)-5-(4-(trifluoromethoxy)phenyl)-1,5-dihydro-4H-imidazo[4,5-c]pyridin-4-on Mono-Tosylat